C(C1=CC=CC=C1)(=O)OCC=CCCC=CCC non-2,6-dien-1-yl benzoate